nitrylamin [N+](=O)([O-])N